C(C)(C)(C)C1=CC(=NO1)CN1C(C2=CC(=CC=C2C1)C1=NC(=NC=C1Cl)NC1CCOCC1)=O 2-[(5-tert-butyl-1,2-oxazol-3-yl)methyl]-6-{5-chloro-2-[(oxan-4-yl)amino]pyrimidin-4-yl}-2,3-dihydro-1H-isoindol-1-one